ClC=1C(=C(C#N)C=C(C1)C1CCCC2=CC(=CC=C12)OC)OCCCl 3-chloro-2-(2-chloroethoxy)-5-(6-methoxy-1,2,3,4-tetrahydronaphthalen-1-yl)benzonitrile